C(C)(=O)OC[C@H]1N(CC(C1)=C)C(=O)C1=CC(=C(OCCCC(=O)OC)C=C1N)OC methyl (S)-4-(4-(2-(acetoxymethyl)-4-methylenepyrrolidine-1-carbonyl)-5-amino-2-methoxyphenoxy)butanoate